dicarboxyl-bipyridine C(=O)(O)C1=C(C(=NC=C1)C1=NC=CC=C1)C(=O)O